O=C1NC(CCC1N1C(C2=CC=CC(=C2C1=O)OCC(=O)NCCCC(=O)NC1=CC=C(C(=O)NC=2C=NC=C(C2)NC2=NC=C(C=C2)C2=CC=C(C=C2)N2C(CCC2)=O)C=C1)=O)=O 4-(4-(2-((2-(2,6-dioxopiperidin-3-yl)-1,3-dioxoisoindolin-4-yl)oxy)acetamido)-butanamido)-N-(5-((5-(4-(2-oxopyrrolidin-1-yl)phenyl)-pyridin-2-yl)amino)-pyridin-3-yl)benzamide